C(C=CC=CCCC=CCCCCCCCCCCC)(=O)O 2,4,8-eicosatrienoic acid